methyl-(2s,3s)-2,3-bis[(4-methylbenzoyl)oxy]succinic acid C[C@@](C(=O)O)([C@@H](C(=O)O)OC(C1=CC=C(C=C1)C)=O)OC(C1=CC=C(C=C1)C)=O